(5S)-3-((2-((S)-(((benzyloxy)carbonyl)amino)(4,4-difluorocyclohexyl)methyl)-7-chloroimidazo[1,2-b]pyridazin-6-yl)methyl)-2-oxo-5-(trifluoromethyl)piperidine-3-carboxylic acid C(C1=CC=CC=C1)OC(=O)N[C@H](C=1N=C2N(N=C(C(=C2)Cl)CC2(C(NC[C@H](C2)C(F)(F)F)=O)C(=O)O)C1)C1CCC(CC1)(F)F